(3,5-difluoro-4-{[3-(3-hydroxyoxetan-3-yl)-1-{[2-(trimethylsilyl)ethoxy]methyl}-1H-pyrrolo[2,3-b]pyridin-4-yl]oxy}phenyl)carbamate FC=1C=C(C=C(C1OC1=C2C(=NC=C1)N(C=C2C2(COC2)O)COCC[Si](C)(C)C)F)NC([O-])=O